N-((1H-imidazol-4-yl)(phenyl)methyl)-4-chloroaniline N1C=NC(=C1)C(NC1=CC=C(C=C1)Cl)C1=CC=CC=C1